1-(1-(7-(piperazin-1-yl)quinolin-4-yl)-3-(tetrahydro-2H-pyran-4-yl)-5,6-dihydroimidazo[1,5-a]pyrazin-7(8H)-yl)ethan-1-one N1(CCNCC1)C1=CC=C2C(=CC=NC2=C1)C=1N=C(N2C1CN(CC2)C(C)=O)C2CCOCC2